C(C)(C)(C)OC(N(C(C)C)CCO)=O 2-hydroxyethyl-isopropyl-carbamic acid tert-butyl ester